C(C)(C)OCC1=CC(=NC=C1)NC=1SC2=C(N1)C=CC(=C2)C=2C=NNC2C N-(4-(isopropoxymethyl)-pyridin-2-yl)-6-(5-methyl-1H-pyrazol-4-yl)benzo-[d]thiazol-2-amine